ClC=1C=C(C=C(C1)OC)C1=CN=C(O1)CSC1=NC(=NC(=N1)CC)N 4-({[5-(3-Chloro-5-methoxyphenyl)-1,3-oxazol-2-yl]methyl}sulfanyl)-6-ethyl-1,3,5-triazin-2-amin